2,6-di-tert-butyl-4-(4-chlorobenzyl)cyclohexen C(C)(C)(C)C1=CC(CC(C1)CC1=CC=C(C=C1)Cl)C(C)(C)C